O=C1N(CC2=CC(=CC=C12)C1=NN=NN1)C=1C=CC(=C(C(=O)NC2=CC=C(C=C2)C)C1)N1CCCCC1 5-(1-oxo-5-(1H-tetrazol-5-yl)isoindolin-2-yl)-2-(piperidin-1-yl)-N-(p-tolyl)benzamide